(4-Chlorophenyl)(6-(methyl(7H-pyrrolo[2,3-d]pyrimidin-4-yl)amino)-2-azaspiro[3.3]heptan-2-yl)methanon ClC1=CC=C(C=C1)C(=O)N1CC2(C1)CC(C2)N(C=2C1=C(N=CN2)NC=C1)C